Methyl (5-(2-fluoro-5-((4-oxo-7-(trifluoromethyl)-3,4-dihydrophthalazin-1-yl)methyl)phenyl)-1H-benzoimidazol-2-yl)carbamate FC1=C(C=C(C=C1)CC1=NNC(C2=CC=C(C=C12)C(F)(F)F)=O)C1=CC2=C(NC(=N2)NC(OC)=O)C=C1